OC1=C(C(=O)O)C=C(C=C1)C=1OC(=CC1)\C=C\C(=O)C1=CC=C(C=C1)CO (E)-2-Hydroxy-5-(5-(3-(4-(hydroxymethyl)phenyl)-3-oxoprop-1-en-1-yl)furan-2-yl)benzoic acid